(R)-N-acryloyl-N-(7-(3-aminopyrrolidin-1-yl)-1-methyl-1H-indazol-3-yl)acrylamide C(C=C)(=O)N(C(C=C)=O)C1=NN(C2=C(C=CC=C12)N1C[C@@H](CC1)N)C